O1C(C(CC2=C1C=CC=C2)=O)=O 4-benzopyrandione